ClC=1N=C(SC1NC(C[C@H](C(=O)N[C@H]1C2=C(CN3N(C1=O)CCC3)C=CC=C2)C)=O)C=2C=NN(C2)C2COC2 (R)-N4-(4-Chloro-2-(1-(oxetan-3-yl)-1H-pyrazol-4-yl)thiazol-5-yl)-2-methyl-N-((S)-11-oxo-2,3,10,11-tetrahydro-1H,5H-benzo[d]pyrazolo[1,2-a][1,2]diazepin-10-yl)succinamid